3-bromo-2-chloro-5-fluoropyridine BrC=1C(=NC=C(C1)F)Cl